(S)-2-phenyl-1-(thiazol-2-yl)ethan-1-amine hydrochloride Cl.C1(=CC=CC=C1)C[C@H](N)C=1SC=CN1